(R)-[[4-(1,4,5,6-tetrahydro-4-methyl-6-oxo-3-pyridazinyl)phenyl]-hydrazono]malononitrile C[C@H]1C(=NNC(C1)=O)C1=CC=C(C=C1)NN=C(C#N)C#N